N'-(4-(3-((2-cyanobenzyl)oxy)oxetan-3-yl)-2,5-dimethylphenyl)-N-ethyl-N-methylformimidamide C(#N)C1=C(COC2(COC2)C2=CC(=C(C=C2C)N=CN(C)CC)C)C=CC=C1